4-(((5-(2-(ethyl(isopropyl)carbamoyl)-4-fluorophenoxy)pyrimidin-4-yl)amino) Methyl)-4-fluoropiperidine-1-carboxylate C(C)N(C(=O)C1=C(OC=2C(=NC=NC2)NCC2(CCN(CC2)C(=O)[O-])F)C=CC(=C1)F)C(C)C